CN1C([C@]2(NOC(C=3N(C=4C=CC=CC4C32)C)(C3=CC=CC=C3)C3=CC=CC=C3)C3=CC=CC=C13)=O (S)-1,5'-dimethyl-4',4'-diphenyl-4',5'-dihydro-2'H-spiro[indol-3,1'-[1,2]oxazino[5,4-b]indol]-2-one